2-chloro-6,7-dimethyl-9-(4-(1-methyl-4-(trifluoromethyl)-1H-imidazol-2-yl)benzyl)-7,9-dihydro-8H-purin-8-imine ClC1=NC(=C2N(C(N(C2=N1)CC1=CC=C(C=C1)C=1N(C=C(N1)C(F)(F)F)C)=N)C)C